FC1(CC(C1)N1C[C@H]([C@H](CC1)NC1=NN2C(C(=N1)OC([2H])([2H])[2H])=C(C=C2)C=2C=CC1=C(N(N=N1)CC(F)F)C2)F)F N-((3R,4S)-1-(3,3-difluorocyclobutyl)-3-fluoropiperidin-4-yl)-5-(1-(2,2-difluoroethyl)-1H-benzo[d][1,2,3]triazol-6-yl)-4-(methoxy-d3)pyrrolo[2,1-f][1,2,4]triazin-2-amine